5-methyl-1,3,4-thiadiazole CC1=NN=CS1